tert-butyl (3R)-3-[[2-(4-chloro-2-methoxy-6-methyl-phenyl)-1-methyl-imidazo[4,5-b]pyrazin-5-yl]-methyl-amino]pyrrolidine-1-carboxylate ClC1=CC(=C(C(=C1)C)C1=NC=2C(=NC=C(N2)N([C@H]2CN(CC2)C(=O)OC(C)(C)C)C)N1C)OC